ClC1=CC(=C(C=C1C1=CC=NN1C)NS(=O)(=O)C=1C=C(C(=O)OC)C=CC1C1CC1)N1C=CC=C1 methyl 3-(N-(4-chloro-5-(1-methylpyrazol-5-yl)-2-(pyrrol-1-yl)phenyl)sulfamoyl)-4-cyclopropylbenzoate